C(#N)CC(=O)C=1C=C2C=CC(=CC2=CC1)C(=O)O 6-(2-cyanoacetyl)-2-naphthoic acid